1-Butyl-3-((1s,4s)-4-((5,5-dimethyl-2,4-dioxo-3-((2-(trimethylsilyl)ethoxy)methyl)imidazolidin-1-yl)methyl)cyclohexyl)-5-(1,3-dithian-2-ylidene)pyrimidine-2,4,6(1H,3H,5H)-trione C(CCC)N1C(N(C(C(C1=O)=C1SCCCS1)=O)C1CCC(CC1)CN1C(N(C(C1(C)C)=O)COCC[Si](C)(C)C)=O)=O